(3S)-5-hydroxy-3-[2-(hydroxymethyl)-1H-indol-3-yl]-2-methyl-isoindolin-1-one OC=1C=C2[C@H](N(C(C2=CC1)=O)C)C1=C(NC2=CC=CC=C12)CO